ClC1=C2C=CC(=NC2=NC=C1[N+](=O)[O-])OC 5-chloro-2-methoxy-6-nitro-1,8-naphthyridin